(2-(1-acetylpiperidin-4-yl)-7-amino-4-oxo-4H-chromen-8-yl)sulfamic acid C(C)(=O)N1CCC(CC1)C=1OC2=C(C(=CC=C2C(C1)=O)N)NS(O)(=O)=O